C(C)(C)(C)OC(=O)N1C2CN(CC1CC2)C=2C1=C(N=C(N2)Cl)N=C(C=C1)Cl 3-(2,7-dichloropyrido[2,3-d]pyrimidin-4-yl)-3,8-diazabicyclo[3.2.1]octane-8-carboxylic acid tert-butyl ester